CC=1C(=NC(=C(C1)NC(OC1=CC=C(C=C1)C)=O)C1=CC=CC=C1)C=1C=NC(=CC1)S(=O)(=O)C p-tolyl (3-methyl-6'-(methylsulfonyl)-6-phenyl-[2,3'-bipyridin]-5-yl)carbamate